O1C(OCC1)CCCCCN1CCN(CC1)C=1C=C2C(N(C(C2=CC1)=O)C1C(NC(CC1)=O)=O)=O 5-(4-(5-(1,3-Dioxolan-2-yl)pentyl)piperazin-1-yl)-2-(2,6-dioxopiperidin-3-yl)isoindoline-1,3-dione